[Ba].[Al] aluminum-barium